5-methyl-4-[2-methyl-4-(1-methyl-1H-pyrazol-4-yl)benzenesulfonyl]-1,2,3,4-tetrahydroquinoxalin-2-one CC1=C2N(CC(NC2=CC=C1)=O)S(=O)(=O)C1=C(C=C(C=C1)C=1C=NN(C1)C)C